[Au+3].SS(=O)(=O)[O-].SS(=O)(=O)[O-].SS(=O)(=O)[O-] mercaptosulfonic acid gold salt